BrC=1C(=C2CCCC2=CC1C)OCOC 5-Bromo-4-(methoxymethoxy)-6-methyl-2,3-dihydro-1H-indene